OC1=NOC2=C(C=C1)C=CC(=C2O)CN2CCC(CC2)N2CCCC2 3,9-dihydroxy-8-((4-(pyrrolidin-1-yl)piperidin-1-yl)methyl)benzo[5,6]oxazepin